O1CCN(CC1)C=1C=2N(C=C(N1)N/N=C/C=1C=C(C=CC1)C)C=C(N2)C(=O)NC2CCNCC2 8-morpholino-6-[(2E)-2-(m-tolylmethylene)hydrazino]-N-(4-piperidyl)imidazo[1,2-a]pyrazine-2-carboxamide